C1(CC1)C=1N=NN(C1)[C@H](C(=O)N1[C@@H](C[C@H](C1)O)C(=O)NCC=1SC2=C(N1)CCOC2)C(C)(C)C (2S,4r)-1-[(2S)-2-(4-cyclopropyl-triazol-1-yl)-3,3-dimethyl-butyryl]-N-(6,7-dihydro-4H-pyrano[4,3-d]thiazol-2-ylmethyl)-4-hydroxy-pyrrolidine-2-carboxamide